1-methyldimethoxysilyl-6-(dimethylamino)(trimethoxysilylpropylamino)methylsilylhexane C[Si](C(CCCCCN(C)C)[SiH2]CNCCC[Si](OC)(OC)OC)(OC)OC